nonyl 8-((7-((5,5-bis(((Z)-hept-4-en-1-yl)oxy)pentanoyl)oxy)heptyl)(3-hydroxypropyl)amino)octanoate C(CC\C=C/CC)OC(CCCC(=O)OCCCCCCCN(CCCCCCCC(=O)OCCCCCCCCC)CCCO)OCCC\C=C/CC